4-((5,7-dichloro-1,6-naphthyridin-2-yl)methyl)morpholine ClC1=C2C=CC(=NC2=CC(=N1)Cl)CN1CCOCC1